tert-butyl 3-((4-((3-chloro-2-fluorophenyl)amino)-6-nitroquinazolin-7-yl)ethynyl)-4,4-difluoro-3-methylpyrrolidine-1-carboxylate ClC=1C(=C(C=CC1)NC1=NC=NC2=CC(=C(C=C12)[N+](=O)[O-])C#CC1(CN(CC1(F)F)C(=O)OC(C)(C)C)C)F